FC1=C2C=CNC2=CC(=C1OC=1C=CC(=C(C1)C=1NC(=CN1)C1(OCCCO1)C=1C=C(C=CC1)CCC(=O)O)F)F 3-(3-(2-(2-(5-((4,6-difluoro-1H-indol-5-yl)oxy)-2-fluorophenyl)-1H-imidazol-5-yl)-1,3-dioxan-2-yl)phenyl)propanoic acid